ClC=1C=C2C(=CNC2=CC1)NC(C(F)(F)F)=O (5-chloro-1H-indol-3-yl)-2,2,2-trifluoroacetamide